1-Butoxypropan-2-yl isobutyl carbonate C(OC(COCCCC)C)(OCC(C)C)=O